3-cyanopropylmethyldichlorsilane C(#N)CCC[Si](Cl)(Cl)C